(2R)-2-(tert-butoxycarbonylamino)-3-methylsulfanyl-propionic acid C(C)(C)(C)OC(=O)N[C@H](C(=O)O)CSC